C(C)(C)(C)OC(NCC1CCC(CC1)NC=1C=2N(C=C(N1)C1=CC=NC=C1)C=C(N2)C(N)=O)=O [4-(2-Carbamoyl-6-pyridin-4-yl-imidazo[1,2-a]pyrazin-8-yl-trans-amino)-cyclohexylmethyl]-carbamic acid tert-butyl ester